ethylene Fluoroacetate FCC(=O)O.C=C